5-(trifluoromethyl)-1,2,4-triazolo[4,3-a]pyridine-8-carboxamide FC(C1=CC=C(C=2N1C=NN2)C(=O)N)(F)F